2-amino-3,5-bis(trifluoromethyl)thiophenylmethylamide NC=1SC(=C(C1C(F)(F)F)C[NH-])C(F)(F)F